C(#N)C[C@@H]1N(CCN(C1)C=1C2=C(N=C(N1)O[C@@H](C=O)C)CN(CC2)C2=CC(=CC1=CC=CC=C21)O)C(=O)OC(C)(C)C tert-butyl (2S)-2-(cyanomethyl)-4-[7-(3-hydroxy-1-naphthyl)-2-[(1R)-1-methyl-2-oxo-ethoxy]-6,8-dihydro-5H-pyrido[3,4-d]pyrimidin-4-yl]piperazine-1-carboxylate